CC=1C=CC(=C(C1)O)C1=NN=C(C=2N1C=CN2)NC2COCC2 5-methyl-2-(8-((tetrahydrofuran-3-yl)amino)imidazo[1,2-d][1,2,4]triazin-5-yl)phenol